Cyclohexanecarboxylic acid [6-(1-methyl-piperidine-4-carbonyl)-pyridin-2-yl]-amide CN1CCC(CC1)C(=O)C1=CC=CC(=N1)NC(=O)C1CCCCC1